1-ethenyl-4-ethyl-benzene C(=C)C1=CC=C(C=C1)CC